ClC1=CC=C(CN2C(=NC=3N(C(N(C(C23)=O)CCCO)=O)C(C)C)C#CCOC2CCC2)C=C1 7-(4-chlorobenzyl)-8-(3-Cyclobutoxyprop-1-yn-1-yl)-1-(3-hydroxypropyl)-3-isopropyl-3,7-dihydro-1H-purine-2,6-dione